(5-bromo-4-methoxy-6-methyl-pyrimidin-2-yl)-bis(p-anisoyl)amine BrC=1C(=NC(=NC1C)N(C(C1=CC=C(C=C1)OC)=O)C(C1=CC=C(C=C1)OC)=O)OC